C(C)(C)(C)OC(=O)N1CCC2(CC1)C(C1=C(N=C(S1)C)C2)=N[S@](=O)C(C)(C)C (6S)-6-[[(R)-tert-butylsulfinyl]imino]-2-methyl-spiro[4,6-dihydro-cyclopenta[d]thiazole-5,4'-piperidine]-1'-carboxylic acid tert-butyl ester